CC1=NC=C(C=C1N(S(=O)(=O)C)S(=O)(=O)C)C=1C=C2C(=NC=NC2=CC1)NC(C)C1=CC=CC=C1 N-[2-methyl-5-[4-(1-phenylethylamino)quinazolin-6-yl]-3-pyridyl]-N-methylsulfonyl-methanesulfonamide